C(C)(C)(C)OC(=O)N1[C@@H](CCCC1)C=1NC(=C(N1)C1=CC=C(C=C1)C(NC1=NC=CC(=C1)C1=CC=C(C=C1)Cl)=O)C(=O)OCC (S)-2-(5-(ethoxycarbonyl)-4-(4-((4-(4-chlorophenyl)pyridin-2-yl)carbamoyl)Phenyl)-1H-imidazol-2-yl)piperidine-1-carboxylic acid tert-butyl ester